ethyl N-(tert-butoxycarbonyl)-N-(1-(2-cyanophenyl)piperidin-4-yl)glycinate C(C)(C)(C)OC(=O)N(CC(=O)OCC)C1CCN(CC1)C1=C(C=CC=C1)C#N